[C@H](C)(CC)NC=1N=CC2=C(N1)NC=C2C=2C=C(C=1N(C2)C=C(N1)C)F (S)-N-(sec-butyl)-5-(8-fluoro-2-methylimidazo[1,2-a]pyridin-6-yl)-7H-pyrrolo[2,3-d]pyrimidin-2-amine